CN1C(N=CC(=C1)NC(=O)C1=NC2=NC=3C=CC=CC3N2C=C1)=O N-(1-Methyl-2-oxo-1,2-dihydropyrimidin-5-yl)-1,8,10-triazatricyclo[7.4.0.02,7]trideca-2(7),3,5,8,10,12-hexaene-11-carboxamide